(1H-1,2,3-triazol-4-yl)acetic acid N1N=NC(=C1)CC(=O)O